6-Chloro-4-((3R,4R)-3-methoxy-4-(3-(trifluoromethyl)phenoxy)piperidin-1-yl)-1-methylpyrido[3,2-d]pyrimidin-2(1H)-on ClC=1C=CC=2N(C(N=C(C2N1)N1C[C@H]([C@@H](CC1)OC1=CC(=CC=C1)C(F)(F)F)OC)=O)C